ClC=1C=C(C2=C(N1)N(C=C2)C2=CC=CC=C2)C(=O)OC methyl 6-chloro-1-phenyl-1H-pyrrolo[2,3-b]pyridine-4-carboxylate